F[C@H]1CNCC[C@@H]1OCC1CC(C1)C1=CC=CC=2N(C(N(C21)C)=O)C2C(NC(CC2)=O)=O 3-[4-[3-[[(3S,4S)-3-fluoro-4-piperidinyl]oxymethyl]cyclobutyl]-3-methyl-2-oxo-benzimidazol-1-yl]piperidine-2,6-dione